C1(=CC=CC=C1)C1C(O1)(C#N)C#N 3-phenyl-oxirane-2,2-dinitrile